C(#N)C=1C=C(C=CC1)C=1C=C(C=NC1)O 5-(3-Cyano-phenyl)-3-hydroxy-pyridine